COC1=C(C=NC(=C1)C(F)(F)F)[C@@H]1[C@H](O[C@@]([C@@H]1C)(C(F)(F)F)C)C(=O)NC1=CC(=NC=C1)C(=O)N 4-((2S,3R,4R,5S)-3-(4-methoxy-6-(trifluoromethyl)pyridin-3-yl)-4,5-dimethyl-5-(trifluoromethyl)tetrahydrofuran-2-carboxamido)picolinamide